5-[2-chloro-6-cyano-4-[1-[4-[[2-(methanesulfonamido)pyrimidin-4-yl]methoxy]phenyl]-1-methyl-ethyl]phenoxy]-N-[2-(2,6-dioxo-3-piperidyl)-1,3-dioxo-isoindolin-5-yl]pentanamide ClC1=C(OCCCCC(=O)NC=2C=C3C(N(C(C3=CC2)=O)C2C(NC(CC2)=O)=O)=O)C(=CC(=C1)C(C)(C)C1=CC=C(C=C1)OCC1=NC(=NC=C1)NS(=O)(=O)C)C#N